BrC1=CC(=C(C=C1F)C1OC2(OC1)CCNCC2)F (4-bromo-2,5-difluoro-phenyl)-1,4-dioxa-8-azaspiro[4.5]decane